(R)-N'-((4-cyano-2,6-diisopropylphenyl)carbamoyl)-3-fluoro-5-(2-hydroxypropan-2-yl)thiophene-2-sulfonimidamide C(#N)C1=CC(=C(C(=C1)C(C)C)NC(=O)N=[S@](=O)(N)C=1SC(=CC1F)C(C)(C)O)C(C)C